C(C)(C)(C)OC(NC=1C=C2C(=NN(C2=CC1)C)C1=CCC(CC1)(F)F)=O (3-(4,4-Difluorocyclohex-1-en-1-yl)-1-methyl-1H-indazol-5-yl)carbamic acid tert-butyl ester